((3,6-dichloro-2-methoxybenzoyl)oxy)benzimidamide ClC=1C(=C(C(=O)OC2=C(C(N)=N)C=CC=C2)C(=CC1)Cl)OC